CN(C)CCCSC1=CC=CC=C1NC(=O)/C=C/C2=CC=CC=C2 The molecule is an aryl sulfide that is (2E)-3-phenyl-N-(2-sulfanylphenyl)prop-2-enamide in which the hydrogen of the thiol group is substituted by a 3-(dimethylamino)propyl group. It is a 5-hydroxytryptamine receptor antagonist and an inhibitor of SARS-CoV replication. It has a role as an EC 3.4.22.69 (SARS coronavirus main proteinase) inhibitor, an antiviral agent and an anticoronaviral agent. It is a tertiary amino compound, a secondary carboxamide, a member of cinnamamides and an aryl sulfide. It is a conjugate base of a cinanserin(1+).